ClC1=NC(=C(C(=N1)Cl)OC[C@@H](COC)NCCN(C)C)N[C@@H]1CCC=2NC3=CC=CC=C3C2C1 N-((1R)-1-[[2,4-dichloro-6-[[(3R)-2,3,4,9-tetrahydro-1H-carbazol-3-yl]amino]pyrimidin-5-yl]oxymethyl]-2-methoxy-ethyl)-N',N'-dimethyl-ethane-1,2-diamine